methyl (2R,3S,5R)-5-methyl-2-((((1R,3R,6S)-6-(5-methylpyrimidin-2-yl)bicyclo[4.1.0]heptan-3-yl)oxy)methyl)-3-(methylsulfonamido)pyrrolidine-1-carboxylate C[C@@H]1C[C@@H]([C@@H](N1C(=O)OC)CO[C@H]1C[C@H]2C[C@]2(CC1)C1=NC=C(C=N1)C)NS(=O)(=O)C